(4-((7-Ethyl-6-oxo-5,6-dihydro-1,5-naphthyridin-3-yl)methyl)piperazin-1-yl)-4-fluoro-N-methylpyridinamide C(C)C=1C(NC=2C=C(C=NC2C1)CN1CCN(CC1)C=1C(=NC=CC1F)C(=O)NC)=O